N-((2-(3-Chloro-4-isopropoxyphenyl)pyrimidin-5-yl)methyl)-2-(1H-1,2,4-triazol-1-yl)-6-(trifluoromethyl)pyridin-4-amine ClC=1C=C(C=CC1OC(C)C)C1=NC=C(C=N1)CNC1=CC(=NC(=C1)C(F)(F)F)N1N=CN=C1